ClC1=NC=CC(=N1)C1=NN(C2=CC=CC(=C12)F)C(C)C (2-chloropyrimidin-4-yl)-4-fluoro-1-isopropyl-1H-indazole